S1C=NC2=C1C=CC(=C2)NC=2C1=C(N=CC2)SC(=C1)I N-(1,3-benzothiazol-5-yl)-2-iodo-thieno[2,3-b]pyridin-4-amine